[cis-4-(tert-butoxycarbonylamino)cyclohexyl] 4-methylbenzenesulfonate CC1=CC=C(C=C1)S(=O)(=O)O[C@@H]1CC[C@@H](CC1)NC(=O)OC(C)(C)C